CN1C(N(C=2N=C(N(C2C1=O)C)S(=O)(=O)C)CC#CC1=CC=CC=C1)=O 1,7-dimethyl-8-(methylsulfonyl)-3-(3-phenylprop-2-ynyl)-1H-purine-2,6(3H,7H)-dione